N-{[3-(2-{[1-(3-fluoro(2-pyridyl))-isopropyl]amino}pyrimidin-5-yl)phenyl]methyl}acetamide FC=1C(=NC=CC1)C(C)(C)NC1=NC=C(C=N1)C=1C=C(C=CC1)CNC(C)=O